2-chlorophenyl-boronic acid ClC1=C(C=CC=C1)B(O)O